6-methyl-1-oxaspiro[2.5]octane CC1CCC2(CO2)CC1